(7-Cyclopropylimidazo[1,2-b]pyridazin-3-yl)-N-((3S,4S)-4-fluoropyrrolidin-3-yl)pyridin-2-amine C1(CC1)C1=CC=2N(N=C1)C(=CN2)C=2C(=NC=CC2)N[C@H]2CNC[C@@H]2F